C(C1=CC=CC=C1)OC(=O)NC1CC2=C(C(=C(S2)C(=O)O)I)CC1 6-(benzyloxycarbonylamino)-3-iodo-4,5,6,7-tetrahydrobenzothiophene-2-carboxylic acid